FC=1C(=C2CCN(CC2=CC1)C(=O)OC(C)(C)C)C1=NC=2C=CNC(C2C(=C1)NC1=NNC(=C1)C1CCOCC1)=O tert-Butyl 6-fluoro-5-(5-oxo-4-((5-(tetrahydro-2H-pyran-4-yl)-1H-pyrazol-3-yl)amino)-5,6-dihydro-1,6-naphthyridin-2-yl)-3,4-dihydroisoquinoline-2(1H)-carboxylate